F[C@H]1[C@]2(CC[C@@](C[C@@H]1N(C1=CN=C(N=N1)C=1C=C3C=CN=CC3=CC1O)C)(N2)C)C 6-(6-(((1R,2R,3S,5S)-2-fluoro-1,5-dimethyl-8-azabicyclo[3.2.1]octan-3-yl)(methyl)amino)-1,2,4-triazin-3-yl)isoquinolin-7-ol